1,1,1,3,3,3-hexafluoropropan-2-yl 1-((2-cyclopropyl-1,2,3,4-tetrahydroisoquinolin-8-yl) methyl)-1,8-diazaspiro[4.5]decane-8-carboxylate C1(CC1)N1CC2=C(C=CC=C2CC1)CN1CCCC12CCN(CC2)C(=O)OC(C(F)(F)F)C(F)(F)F